trichloro-1,1,1-ethane CC(Cl)(Cl)Cl